Cl.N1CCC(=CC1)C1=CC=C(C=C1)C=1C=NC=2N(N1)C(=CN2)C2(CC2)C=2C=C1C=CC=NC1=CC2 6-(1-{2-[4-(1,2,3,6-tetrahydropyridin-4-yl)phenyl]imidazo[1,2-b][1,2,4]triazin-7-yl}cyclopropyl)quinoline Hydrochloride